2-(3,4-ethylenedioxyphenyl)-4,4,5,5-tetramethyl-1,3,2-dioxaborolan C1OC=2C=C(C=CC2OC1)B1OC(C(O1)(C)C)(C)C